N-beta-aminoethyl-gamma-aminopropyltriethoxysilane NCCNCCC[Si](OCC)(OCC)OCC